(3RS)-3-[4-(4-piperidyl)anilino]piperidine-2,6-dione hydrochloride Cl.N1CCC(CC1)C1=CC=C(N[C@H]2C(NC(CC2)=O)=O)C=C1 |r|